CN1C(N(C2=C1C=C(C=C2)CCCN2C[C@H](OCC2)CNC)C2C(NC(CC2)=O)=O)=O 3-(3-Methyl-5-(3-((R)-2-((methylamino)methyl)morpholino)propyl)-2-oxo-2,3-dihydro-1H-benzo[d]imidazol-1-yl)piperidine-2,6-dione